[Na].[K].[Al] aluminum-potassium-sodium